(dioctadecyl)-3,3'-thiodipropionate C(CCCCCCCCCCCCCCCCC)OC(CCSCCC(=O)OCCCCCCCCCCCCCCCCCC)=O